6α-ethyl-3α,7α-dihydroxy-5β-cholan-24-oic acid C(C)[C@H]1[C@H]([C@H]2[C@@H]3CC[C@H]([C@@H](CCC(=O)O)C)[C@]3(CC[C@@H]2[C@]2(CC[C@H](C[C@@H]12)O)C)C)O